perfluorophenyl 1-azido-13,13-bis(3-((2-(2-(2-azidoethoxy)ethoxy)ethyl)amino)-3-oxopropyl)-10,15-dioxo-3,6-dioxa-9,14-diazahexacosan-26-oate N(=[N+]=[N-])CCOCCOCCNC(CCC(NC(CCCCCCCCCCC(=O)OC1=C(C(=C(C(=C1F)F)F)F)F)=O)(CCC(NCCOCCOCCN=[N+]=[N-])=O)CCC(=O)NCCOCCOCCN=[N+]=[N-])=O